ClC1=NN2C(N=CC(=C2[C@H](C)OC)NC2=CC=C(C=C2)[C@@H](C(F)(F)F)N(C(=O)C2CN(CCC2)C)C)=N1 N-((S)-1-(4-((2-chloro-7-((S)-1-methoxyethyl)-[1,2,4]triazolo[1,5-a]pyrimidin-6-yl)amino)phenyl)-2,2,2-trifluoroethyl)-N,1-dimethylpiperidine-3-carboxamide